CN([C@@H](COC=1C=C(C=CC1)[C@@H]1N(C[C@H](CC1)C)C(C(=O)NC1=NC(=C(C(=O)N)C=C1)OC)=O)C)C (2-((2R,5S)-2-(3-((R)-2-(dimethylamino)propoxy)phenyl)-5-methylpiperidin-1-yl)-2-oxoacetamido)-2-methoxynicotinamide